FC1=C(C=CC(=C1)C(F)(F)F)/C=C/C(=O)Cl (E)-3-(2-fluoro-4-(trifluoromethyl)phenyl)acryloyl chloride